2,4-dimethoxy-5-(4,4,5,5-tetramethyl-1,3,2-dioxaborolane-2-yl)pyrimidine COC1=NC=C(C(=N1)OC)B1OC(C(O1)(C)C)(C)C